N-(5-(3-(1-benzyl-1H-pyrazol-3-yl)phenyl)pyridin-2-yl)acrylamide C(C1=CC=CC=C1)N1N=C(C=C1)C=1C=C(C=CC1)C=1C=CC(=NC1)NC(C=C)=O